6-methyl-9-[2-carboxy(4-methyl-4-cyclohexenyl)]carbonyloxyanthracene CC=1C=C2C=C3C=CC=CC3=C(C2=CC1)OC(=O)C1C(CC(=CC1)C)C(=O)O